C12(CC3CC(CC(C1)C3)C2)P(CCCC)C2C3CC1CC(CC2C1)C3 (3S,5S,7S)-adamantan-1-yl-((R-1R,5S)-adamantan-2-yl)(butyl)phosphine